7-isopropyl-N2-(1-methylpiperidin-4-yl)pyrido[2,3-d]pyrimidine-2,4-diamine C(C)(C)C=1C=CC2=C(N=C(N=C2N)NC2CCN(CC2)C)N1